CC1=COC2=C1C=C(C=C2)S(N(CCC2=CC=CC=C2)CC2=C(C=CC=C2)N2CCN(CC2)C(CC(C)(C)C)=O)(=O)=O 3-Methyl-5-(N-(2-(4-(3,3-dimethylbutyryl)piperazin-1-yl)benzyl)-N-phenylethylsulfamoyl)benzofuran